ethyl 3-((4-amino-2-(4-((tert-butoxycarbonyl)amino)-4-methylpiperidin-1-yl)-1-methyl-6-oxo-1,6-Dihydropyrimidin-5-yl)thio)-2-chlorobenzoate NC=1N=C(N(C(C1SC=1C(=C(C(=O)OCC)C=CC1)Cl)=O)C)N1CCC(CC1)(C)NC(=O)OC(C)(C)C